aminolevulinic acid Methyl ester COC(=O)CCC(=O)CN